diphenyl telluride C1(=CC=CC=C1)[Te]C1=CC=CC=C1